7-hydroxythiazolo[3,2-a]pyrimidin-5-one OC=1N=C2N(C(C1)=O)C=CS2